(3s,4r)-4-((5-chloro-4-(8-fluoro-3-(1-hydroxycyclobutyl)quinolin-6-yl)pyrimidin-2-yl)amino)tetrahydro-2H-pyran-3-ol ClC=1C(=NC(=NC1)N[C@H]1[C@@H](COCC1)O)C=1C=C2C=C(C=NC2=C(C1)F)C1(CCC1)O